FC=1C(=NC=CC1)CC(=O)NN (3-fluoropyridin-2-yl)acetohydrazide